O=S1(CCC1)=NC(C1=CC=C(C=C1)CC1=NOC(=N1)C(F)(F)F)=O N-(1-oxido-λ6-thietan-1-ylidene)-4-((5-(trifluoromethyl)-1,2,4-oxadiazol-3-yl)methyl)benzamide